C(C)(C)(C)OC(C(=C)CNC1=CC(=CC(=C1)OC)Cl)=O.C(C1=CC=CC=C1)OCCCCCCCCC=CC1=CC(=CC(=C1)OC)OC 1-(10-benzyloxy-1-decenyl)-3,5-dimethoxybenzene tert-butyl-2-[(3-chloro-5-methoxy-anilino)methyl]prop-2-enoate